ClC=1C=2N(C=CC1)N=C(C2)[C@H]2N(CCC1=C2N=CN1)C(=O)C=1OC(=NN1)C1CCC1 (S)-(4-(4-chloropyrazolo[1,5-a]pyridin-2-yl)-6,7-dihydro-1H-imidazo[4,5-c]pyridin-5(4H)-yl)(5-cyclobutyl-1,3,4-oxadiazol-2-yl)methanone